6-(6-amino-4-methyl-3-(trifluoromethyl)pyridin-2-yl)-1-(azetidin-3-ylmethyl)-7-chloro-4-(2-isopropyl-6-methylphenyl)-1,4-dihydroquinoxaline-2,3-dione NC1=CC(=C(C(=N1)C=1C=C2N(C(C(N(C2=CC1Cl)CC1CNC1)=O)=O)C1=C(C=CC=C1C)C(C)C)C(F)(F)F)C